6-{6-chloro-4-[(1S,6R)-3,9-diazabicyclo[4.2.1]nonan-3-yl]-8-fluoro-2-({1-[(piperidin-1-yl)methyl]cyclopropyl}methoxy)quinazolin-7-yl}-4-methyl-5-(trifluorometh-yl)pyridin-2-amine ClC=1C=C2C(=NC(=NC2=C(C1C1=C(C(=CC(=N1)N)C)C(F)(F)F)F)OCC1(CC1)CN1CCCCC1)N1C[C@@H]2CC[C@H](CC1)N2